BrC=1CC(C(=C2C=CC=CC12)C1=CC=C(C2=CC=CC=C12)Br)(O)O 4,4'-dibromo-2,2-dihydroxyl-1,1'-binaphthyl